CO[C@H](CC(=O)OC(C)(C)C)[C@H](C(CC)C)NC tert-butyl (3R,4S)-3-methoxy-5-methyl-4-(methylamino)heptanoate